N-(2-aminocyclohexyl)-3-aminopropanol NC1C(CCCC1)NCCCO